N1=CNC2=C1N=C1C=CC=CC1=N2 quinoxalinoimidazole